C(C(=O)O)(=O)O.C(C)C(C(NC)(NC1OCCC1)C=O)(C)C=CC1=CC=C(C=C1)OCCCCCC 2-ethyl-[(hexyloxy)-1,4-phenylenevinylene]N-methyl-N'-tetrahydrofuryl-formylpropanediamine oxalate